5-bromo-2,3-dihydrobenzo[d]isothiazole 1,1-dioxide BrC=1C=CC2=C(CNS2(=O)=O)C1